C(C)N1C(C=CC(=C1)[N+](=O)[O-])=O 1-ethyl-5-nitropyridin-2(1H)-one